1-[benzyl({2-[benzyl(2-hydroxypropyl)amino]ethyl})amino]propan-2-ol C(C1=CC=CC=C1)N(CC(C)O)CCN(CC(C)O)CC1=CC=CC=C1